(-)-1,2-Diphenylethan-2-d-1-ol C1(=CC=CC=C1)C(C([2H])C1=CC=CC=C1)O